ClC=1C(=C2C=NNC2=C(C1F)N1C[C@H](CC1)OC)C=1N=CC=2N(C1)C=C(N2)NC(=O)C2C(C2)F N-(6-(5-chloro-6-fluoro-7-((S)-3-methoxypyrrolidin-1-yl)-1H-indazol-4-yl)imidazo[1,2-a]pyrazin-2-yl)-2-fluorocyclopropane-1-carboxamide